di(4-tertbutylcyclohexyl)peroxydicarbonate C(C)(C)(C)C1CCC(CC1)OC(=O)OOC(=O)OC1CCC(CC1)C(C)(C)C